amino-1,1'-bi-phenyl NC1=C(C=CC=C1)C1=CC=CC=C1